CN[Hf+3] (methylamino)hafnium (IV)